1-((cis)-bicyclo[3.1.0]hexan-3-yl)-4-((6-chloropyridazin-3-yl)methyl)piperazine-2,3-dione C12CC(CC2C1)N1C(C(N(CC1)CC=1N=NC(=CC1)Cl)=O)=O